C(C)(C)(C)OC(=O)N1CC(N(CC1)C(C1=C(C=C(C=C1)[N+](=O)[O-])F)=O)C1=CC(=CC=C1)Cl 3-(3-chlorophenyl)-4-(2-fluoro-4-nitrobenzoyl)piperazine-1-carboxylic acid tert-butyl ester